C(C(C)C)[Si](N([Si](CC(C)C)(CC(C)C)CC(C)C)CCCCCCCCCCCCCCCC)(CC(C)C)CC(C)C N,N-bis(triisobutylsilyl)hexadecylamine